acryloyloxypropylsuccinic acid C(C=C)(=O)OCCCC(C(=O)O)CC(=O)O